6-methyl-2-(4-((4-(methylsulfonyl)piperidin-1-yl)methyl)phenyl)-1-phenyl-3,4',5',6-tetrahydro-2'H,7H-spiro[dipyrrolo[2,3-b:3',2'-d]pyridine-8,3'-furan]-7-one CN1C(C2(COCC2)C2=C3C(=NC=C21)NC(=C3C3=CC=CC=C3)C3=CC=C(C=C3)CN3CCC(CC3)S(=O)(=O)C)=O